[1-[(5R)-5-Oxido-4-(tetrahydropyran-4-ylamino)-6,7-dihydrothieno[3,2-d]pyrimidin-5-ium-2-yl]azetidin-3-yl]-isothiazol-4-carboxylat [O-][S@@+]1CCC=2N=C(N=C(C21)NC2CCOCC2)N2CC(C2)OC(=O)C=2C=NSC2